2,2'-azobis[2-(2-imidazolin-2-yl)propane] hydrate sulfate S(=O)(=O)(O)O.O.N(=NC(C)(C)C=1NCCN1)C(C)(C)C=1NCCN1